6-((2S,4R)-2-benzyl-4-isopropyl-azepan-1-yl)-4-morpholinopyridin-2(1H)-one C(C1=CC=CC=C1)[C@H]1N(CCC[C@H](C1)C(C)C)C1=CC(=CC(N1)=O)N1CCOCC1